CCCCC/C=C\C/C=C\C=C\C=O 2-Trans,4-Cis,7-Cis-Tridecatrienal